(4-fluorobenzofuran-7-yl)methanone FC1=CC=C(C2=C1C=CO2)C=O